7-oxabicyclo[2.2.1]hept-2,5-diene-2,3-dicarboxylic acid dimethyl ester COC(=O)C=1C2C=CC(C1C(=O)OC)O2